ClC1=C(C=CC=C1C(F)(F)F)CC(=O)N 2-[2-chloro-3-(trifluoromethyl)phenyl]Acetamide